1-[4-(4-benzoylphenylsulfanyl)phenyl]-2-methyl-2-[(4-methylphenyl)sulfonyl]propan-1-one C(C1=CC=CC=C1)(=O)C1=CC=C(C=C1)SC1=CC=C(C=C1)C(C(C)(S(=O)(=O)C1=CC=C(C=C1)C)C)=O